ClC1=C(C(=CC=C1)Cl)N1N=C(C(=C1)NC1=CN(C(C=C1)=O)C)C(=O)N 1-(2,6-dichlorophenyl)-4-((1-methyl-6-oxo-1,6-dihydropyridin-3-yl)amino)-1H-pyrazole-3-carboxamide